1-(((3R)-4-fluoro-1-(4,4,4-trifluorobutyl)pyrrolidin-3-yl)-6-(benzenesulfonyl)-1,6-dihydroimidazo[4,5-d]Pyrrolo[2,3-b]Pyridin-2-yl)ethanol FC1[C@@H](CN(C1)CCCC(F)(F)F)N1C(=NC=2C1=C1C(=NC2)N(C=C1)S(=O)(=O)C1=CC=CC=C1)C(C)O